2-nitrobenzotrifluoride [N+](=O)([O-])C1=C(C=CC=C1)C(F)(F)F